COC1=NC=NC(=C1)CC1CNC(C1)C 4-methoxy-6-((5-methylpyrrolidin-3-yl)methyl)pyrimidine